C1(CCCCC1)CN1N=C(C(=C1C)C=1C=NC=C(C1)B1OC(C(O1)(C)C)(C)C)C 3-(1-(cyclohexylmethyl)-3,5-dimethyl-1H-pyrazol-4-yl)-5-(4,4,5,5-tetramethyl-1,3,2-dioxaborolan-2-yl)pyridine